C1(CC1)C1=CC=CC(=N1)NC1=CC2=C(C=N1)N(C(N2[C@H]2C[C@@H](CC2)NC(OC)=O)=O)C([2H])([2H])[2H] Methyl ((1R,3R)-3-(6-((6-cyclopropylpyridin-2-yl)amino)-3-(methyl-d3)-2-oxo-2,3-dihydro-1H-imidazo[4,5-c]pyridin-1-yl)cyclopentyl)carbamate